((((ethane-1,1,2,2-tetrayltetrakis(benzene-4,1-diyl))tetrakis(oxy))tetrakis(carbonyl))tetrakis(azanediyl))tetrakis(ethane-2,1-diyl) tetrakis(2-methylacrylate) CC(C(=O)OCCNC(=O)OC1=CC=C(C=C1)C(C(C1=CC=C(C=C1)OC(=O)NCCOC(C(=C)C)=O)C1=CC=C(C=C1)OC(=O)NCCOC(C(=C)C)=O)C1=CC=C(C=C1)OC(=O)NCCOC(C(=C)C)=O)=C